N1C=C(C2=CC=CC=C12)CCC1N(CCC=2C=C3C(=CC12)OC(O3)CC3=CC=CC=C3)CC3CCOCC3 5-(2-(1H-indol-3-yl)ethyl)-2-phenylmethyl-6-((tetrahydro-2H-pyran-4-yl)methyl)-5,6,7,8-tetrahydro-[1,3]dioxolo[4,5-g]isoquinoline